N1=CC(=CC=C1)C1(CC1)C(=O)N (pyridin-3-yl)cyclopropane-1-carboxamide